5-Chloro-4-(6-ethoxypyridin-3-yl)-2-fluoroaniline ClC=1C(=CC(=C(N)C1)F)C=1C=NC(=CC1)OCC